C(C=C)(=O)N1CC2=NN(C=C2C1)CC1=CC2=C(C(=NO2)NS(=O)(=O)CC2CCCCC2)C(=C1)OC N-(6-((5-propenoyl-5,6-dihydropyrrolo[3,4-c]pyrazol-2(4H)-yl)methyl)-4-methoxybenzo[d]isoxazol-3-yl)-1-cyclohexylmethanesulfonamide